(S)-4-(cyclopropylethynyl)-6-fluoro-7-((3-(methoxymethyl)-1H-pyrazol-1-yl)methyl)-4-(trifluoromethyl)-3,4-dihydroquinazolin-2(1H)-one C1(CC1)C#C[C@@]1(NC(NC2=CC(=C(C=C12)F)CN1N=C(C=C1)COC)=O)C(F)(F)F